N'-hydroxy-1,3-dimethyl-pyrazolo[3,4-b]Pyridine-6-carboxamidine ON=C(N)C1=CC=C2C(=N1)N(N=C2C)C